CN(C1CCC(CC1)NC1=NC=2N(C(C(=NC2C=N1)C1=CC(=C(C=C1)NS(=O)(=O)C1C2CCCCC21)F)=O)C(C)C)C N-[4-[2-[[4-(Dimethylamino)cyclohexyl]amino]-8-isopropyl-7-oxo-pteridin-6-yl]-2-fluoro-phenyl]norcarane-7-sulfonamide